1,8-diamino-4,5-dinitro-2,6-bis(4'-(pentoxy)phenyl)-9,10-anthracenedione NC1=C(C=C(C=2C(C3=C(C(=CC(=C3C(C12)=O)N)C1=CC=C(C=C1)OCCCCC)[N+](=O)[O-])=O)[N+](=O)[O-])C1=CC=C(C=C1)OCCCCC